C(C)(C)(C)C1=NC2=C(N1)C=CC(=C2)[N+](=O)[O-] 2-(tert-butyl)-5-nitro-1H-benzo[d]imidazole